6-Chloro-7-(2-fluorophenyl)-1-(4-methyl-6-oxo-2-(2-propanyl)-1,6-dihydro-3-pyridinyl)-4-((2S)-2-methyl-4-(2-propenoyl)-1-piperazinyl)pyrido[2,3-d]pyrimidin-2(1H)-one ClC1=CC2=C(N(C(N=C2N2[C@H](CN(CC2)C(C=C)=O)C)=O)C2=C(NC(C=C2C)=O)C(C)C)N=C1C1=C(C=CC=C1)F